[4-(4-biphenylylthio)phenyl]-4-biphenylylphenylsulfonium triflate [O-]S(=O)(=O)C(F)(F)F.C1(=CC=C(C=C1)SC1=CC=C(C=C1)[SH+]C1=CC=C(C=C1)C1=C(C=CC=C1)C1=CC=CC=C1)C1=CC=CC=C1